(1s,3s)-3-Hydroxycyclobutyl (8-amino-6-((S)-4,7-dimethyl-5,6,7,8-tetrahydro-1,5-naphthyridin-3-yl)-7-fluoroisoquinolin-3-yl)carbamate NC=1C(=C(C=C2C=C(N=CC12)NC(OC1CC(C1)O)=O)C=1C=NC=2C[C@@H](CNC2C1C)C)F